C1=CC=CC=2C=CC=3N=C4C=CC=CC4=CC3C21 benzoacridine